N-(1H-indol-3-yl)-6-(pyrrolidin-1-yl)-3,4-dihydroisoquinoline-2(1H)-carboxamide N1C=C(C2=CC=CC=C12)NC(=O)N1CC2=CC=C(C=C2CC1)N1CCCC1